(4-Aminophenoxy)phenylpropane NC1=CC=C(OC(CC)C2=CC=CC=C2)C=C1